N-(benzyloxy)azetidin-3-amine trifluoroacetate salt FC(C(=O)O)(F)F.C(C1=CC=CC=C1)ONC1CNC1